4-((6-((4-cyano-2-fluorophenylthio)methyl)pyridin-2-yl)oxy)piperidine C(#N)C1=CC(=C(C=C1)SCC1=CC=CC(=N1)OC1CCNCC1)F